Benzyl 7-bromo-3-methyl-2,3-dihydrobenzofuran-3-carboxylate BrC1=CC=CC=2C(COC21)(C(=O)OCC2=CC=CC=C2)C